(S)-6-(5-(((2-((3-chloro-5-methyl-6-oxo-5,6-dihydro-1,5-naphthyridin-4-yl)oxy)ethyl)amino)methyl)-2-oxooxazolidin-3-yl)-2H-pyrazino[2,3-b][1,4]oxazin-3(4H)-one ClC=1C=NC=2C=CC(N(C2C1OCCNC[C@H]1CN(C(O1)=O)C1=NC2=C(OCC(N2)=O)N=C1)C)=O